2-((1,10-phenanthrolin-5-yl)thio)ethan-1-ol N1=CC=CC2=C(C=C3C=CC=NC3=C12)SCCO